iso-heptyl-methacrylamide C(CCCC(C)C)C=C(C(=O)N)C